C1(=CC=CC=C1)P(=O)(C1=CC=CC=C1)C1=CC=2C3(C4=CC(=CC=C4C2C=C1)P(=O)(C1=CC=CC=C1)C1=CC=CC=C1)C1=CC=CC=C1C=1C=CC=CC13 2,7-bis(diphenylphosphoryl)-9,9'-spirobifluorene